1-((3-(8-cyano-3-fluoroindolizin-5-yl)pyridin-4-yl)thio)cyclobutane C(#N)C1=CC=C(N2C(=CC=C12)F)C=1C=NC=CC1SC1CCC1